ClC1=NN(C2=NC(=NC=C21)Cl)CCCOC2=NN(C(=C2[N+](=O)[O-])C)[C@H]2[C@@H](COCC2)F trans-3,6-dichloro-1-(3-((1-(3-fluoro-tetrahydro-2H-pyran-4-yl)-5-methyl-4-nitro-1H-pyrazol-3-yl)oxy)propyl)-1H-pyrazolo[3,4-d]pyrimidine